FC1=CC2=C(N=CS2)C=C1 6-fluoro-1,3-benzothiazol